1-(2-(3,8-diazabicyclo[3.2.1]octan-8-yl)-6,7-dihydrothiazolo[5,4-c]pyridin-5(4H)-yl)-2-methoxy-2-(1-methylcyclopentyl)ethan-1-one C12CNCC(CC1)N2C=2SC=1CN(CCC1N2)C(C(C2(CCCC2)C)OC)=O